O=S1OC2=C(C=CC1)C=CC=C2 oxobenzoxathiepin